BrC1=C(C(=CC(=C1)F)C(F)(F)F)CNC 1-(2-bromo-4-fluoro-6-(trifluoromethyl)phenyl)-N,N-dimethylamine